C(C1CO1)OCCC[Si](OC)(OC)OC gamma-[2,3-epoxypropoxy]propyl-trimethoxysilane